3-Aminoprop-1-yn-1-yl-2-(4,6-dimethylpyrazolo[1,5-a]pyrazin-2-yl)-4H-pyrido[1,2-a]pyrimidin-4-one NCC#CC1=C(N=C2N(C1=O)C=CC=C2)C2=NN1C(C(=NC(=C1)C)C)=C2